3-oxabicyclo[3.1.1]heptane C12COCC(C1)C2